ClC=1C(=CC=C2N=CC(=NC12)C=1C=NN(C1)C(C(C)C)O)OC=1C=CC2=C(NC(=N2)C)C1 (4-(8-chloro-7-((2-methyl-1H-benzo[d]imidazol-6-yl)oxy)quinoxalin-2-yl)-1H-pyrazol-1-yl)-2-methylpropan-1-ol